(2-amino-1,1'-biphenyl-2-yl)palladium(II) methanesulfonate CS(=O)(=O)[O-].NC1(C(=CC=CC1)C1=CC=CC=C1)[Pd+]